CC(C)[C@@H](C1=CC=C(C=C1)Cl)C(=O)NC2=NC=CS2 (S)-2-(4-chlorophenyl)-3-methyl-N-(thiazol-2-yl)butanamide